N-(5-((4-chlorobenzyl)oxy)-1,3,4-thiadiazol-2-yl)-1-(2,4-dimethoxyphenyl)-1H-imidazole-5-carboxamide ClC1=CC=C(COC2=NN=C(S2)NC(=O)C2=CN=CN2C2=C(C=C(C=C2)OC)OC)C=C1